3-(benzo[d]thiazol-5-yl)-N-(4-(4-(4-(dimethylamino)piperidin-1-yl)-4-oxobutyl)-1-phenyl-1H-imidazol-2-yl)benzamide S1C=NC2=C1C=CC(=C2)C=2C=C(C(=O)NC=1N(C=C(N1)CCCC(=O)N1CCC(CC1)N(C)C)C1=CC=CC=C1)C=CC2